tert-butyl (S)-2-(5-(4-amino-1-(2,6-dichloro-4-cyclopropoxyphenyl)-6-oxo-1,6-dihydropyrimidine-5-carboxamido)pyridin-3-yl)pyrrolidine-1-carboxylate NC=1N=CN(C(C1C(=O)NC=1C=C(C=NC1)[C@H]1N(CCC1)C(=O)OC(C)(C)C)=O)C1=C(C=C(C=C1Cl)OC1CC1)Cl